C(C)NC1=NC(=NC(=N1)NCC)Cl 2,4-Di(ethylamino)-6-chloro-1,3,5-triazine